methyl ((4-(N-(4-(3-((tert-butoxycarbonyl)amino)propyl)phenyl)sulfamoyl)-2-carbamoyl-6-chlorophenoxy)carbonyl)valinate C(C)(C)(C)OC(=O)NCCCC1=CC=C(C=C1)NS(=O)(=O)C1=CC(=C(OC(=O)N[C@@H](C(C)C)C(=O)OC)C(=C1)Cl)C(N)=O